C(=O)(O)COC1=C(C(=O)C2=CC=CC=C2)C=CC=C1 (carboxymethoxybenzophenone)